2-amino-4-bromo-3-fluoro-5-(trifluoromethyl)benzoic acid methyl ester COC(C1=C(C(=C(C(=C1)C(F)(F)F)Br)F)N)=O